7-Chlorothieno[3,2-b]pyridine ClC1=C2C(=NC=C1)C=CS2